bicyclo[2.2.1]hepta-2,5-diene C12C=CC(C=C1)C2